vinyl acetate dichloride [Cl-].[Cl-].C(C)(=O)OC=C